COC(CC1=C(C(CC1)=O)CCCCC)=O 2-(3-oxo-2-pentylcyclopent-1-en-1-yl)acetic acid methyl ester